O=C(/C=C/C(=O)O)OC(C(F)(F)F)C1=CC=C(C=C1)C(F)(F)F (E)-4-oxo-4-(2,2,2-trifluoro-1-(4-(trifluoromethyl)phenyl)ethoxy)but-2-enoic acid